1-(2,5-dichloro-1,3-thiazol-4-yl)methanamine ClC=1SC(=C(N1)CN)Cl